dicyclopentadiene methacrylate (dicyclopentadienemethacrylate) C1(=CC=CC1)CC(C(=O)O)=C.C1(=CC=CC1)CC(C(=O)O)=C.C(C(=C)C)(=O)O.C1=CC=CC1.C1=CC=CC1